CN1N=C(C(=C1)C1(C=CC=C(N1)C(=O)N)C1=CC=NN1)C1=NC=CC=C1 l-6-(1-methyl-3-(pyridin-2-yl)-1H-pyrazol-4-yl)-6-(1H-pyrazol-5-yl)picolinamide